B([O-])([O-])[O-].[O+2].[Ca+2].[Y+3] yttrium-calcium oxygen borate